tert-Butyl (3S,5R)-3-fluoro-5-(2-oxopyrrolidin-1-yl)piperidine-1-carboxylate F[C@@H]1CN(C[C@@H](C1)N1C(CCC1)=O)C(=O)OC(C)(C)C